COC(C1=NC(=C(C=C1)[N+](=O)[O-])F)=O 6-fluoro-5-nitropicolinic acid methyl ester